N-(Difluoromethylsulfonyl)-3-[[(1R)-1-(3,6-dimethyl-4-oxo-2-phenyl-chromen-8-yl)ethyl]amino]pyridine-2-carboxamide FC(S(=O)(=O)NC(=O)C1=NC=CC=C1N[C@H](C)C=1C=C(C=C2C(C(=C(OC12)C1=CC=CC=C1)C)=O)C)F